ClC1=CC=C(C=C1)NC(=O)NC=1C=C2C=3C=CN=C(C3NC2=CC1)C 1-(4-chlorophenyl)-3-(1-methyl-beta-carbolin-6-yl)urea